2,5-dihydroxyl-1,4-benzoquinone OC=1C(C=C(C(C1)=O)O)=O